4-(t-butyl)-N-(4-chlorobenzyl)aniline C(C)(C)(C)C1=CC=C(NCC2=CC=C(C=C2)Cl)C=C1